O1C=CC2=C1C(=CC=C2)N[C@@H]2CN(CC2)CC(=O)N2[C@@H](CCC2)C#N (S)-1-(2-((S)-3-(Benzofuran-7-ylamino)pyrrolidin-1-yl)acetyl)pyrrolidin-2-carbonitril